FC1=C(CN2C(C3=C(C(=C2)C(=O)O)OC=C3)=O)C(=CC(=C1)C=1C3=CN(N=C3C=CC1)C)F 5-(2,6-difluoro-4-(2-methyl-2H-indazol-4-yl)benzyl)-4-oxo-4,5-dihydrofuro[3,2-c]pyridine-7-carboxylic acid